N1=C(C=CC=C1)CNCC1=CC=C(C=C1)CN(C([C@H]1NCCC1)=O)C1CCCC=2C=CC=NC12 N-[[4-[[(2-pyridinylmethyl)amino]methyl]phenyl]methyl]-N-(5,6,7,8-tetrahydro-8-quinolinyl)-(L)-prolinamide